C(N)(OC1CCC2C(N(CC21)CCCNC2=CC(=NC1=CC=CC=C21)C2=CC=C(C=C2)OC)C(C)(C)C)=O (tert-butyl 2-(3-((2-(4-methoxyphenyl) quinolin-4-yl) amino) propyl) octahydrocyclopenta[c]pyrrol-4-yl) carbamate